OC1C[C@H]2CC[C@@H](C1)N2C(=O)OC(C)(C)C rac-tert-butyl (1R,3s,5S)-3-hydroxy-8-azabicyclo[3.2.1]octane-8-carboxylate